COC(=O)C=1C=C2C(=NC1)N(N=C2C2=CC(=NC=C2)C)C(C)OCC (1-ethoxyethyl)-3-(2-methylpyridin-4-yl)-1H-pyrazolo[3,4-b]Pyridine-5-carboxylic acid methyl ester